S1C(=NC2=C1C=CC=C2)CC(=O)OCC ethyl α-(2-benzothiazolyl)acetate